triethylene glycol diacetate C(C)(=O)OCCOCCOCCOC(C)=O